NC1=CC=C(C=N1)C(CBr)=O 1-(6-amino-3-pyridyl)-2-bromoethanone